(S)-N-(4-amino-1-(3-aminophenyl)-4-oxobutyl)-5-(4-(trifluoromethyl)phenyl)-3,4-dihydroisoquinoline-2(1H)-carboxamide NC(CC[C@@H](C1=CC(=CC=C1)N)NC(=O)N1CC2=CC=CC(=C2CC1)C1=CC=C(C=C1)C(F)(F)F)=O